3-[(2-chloro-6-fluorophenyl)methyl]-4-[(dimethyl-1,2-oxazol-4-yl)methyl]-4,5-dihydro-1,2,4-oxadiazol-5-one ClC1=C(C(=CC=C1)F)CC1=NOC(N1CC=1C(=NOC1C)C)=O